1-aminocyclopentene NC1=CCCC1